CN(C)[Sn](C(C)(C)C)(N(C)C)N(C)C tris(dimethylamino)tert-butyltin